methyl 2-bromo-4-(4-((4'-chloro-5,5-dimethyl-3,4,5,6-tetrahydro-[1,1-biphenyl]-2-yl)methyl)piperazin-1-yl)benzoate BrC1=C(C(=O)OC)C=CC(=C1)N1CCN(CC1)CC1=C(CC(CC1)(C)C)C1=CC=C(C=C1)Cl